FC(OC=1C=C(C=CC1)[C@H]1CN(CC1)C(=O)N1C[C@@H]2[C@@H](OCC(N2)=O)CC1)(F)F |o1:9| (4aR,8aS)-6-[3-(S or R)-[3-(trifluoromethoxy)phenyl]pyrrolidine-1-carbonyl]-4,4a,5,7,8,8a-hexahydropyrido[4,3-b][1,4]oxazin-3-one